S1(CCC(CC1)N)(=O)=O tetrahydro-2H-thiopyran-4-amine 1,1-dioxide